(4-aminopyrrolo[1,2-a]quinoxalin-8-yl)(2-(2-(1-methylpiperidin-4-yl)benzo[d]thiazol-5-yl)piperidin-1-yl)methanone NC=1C=2N(C3=CC(=CC=C3N1)C(=O)N1C(CCCC1)C=1C=CC3=C(N=C(S3)C3CCN(CC3)C)C1)C=CC2